O1C(=CC=C1)C=1C=C(C=NC1)C=O 5-(FURAN-2-YL)PYRIDINE-3-CARBALDEHYDE